7-chloro-6-methoxy-3-(2-(4-(trifluoromethoxy)phenoxy)thiazol-4-yl)-3,4-dihydroacridine-1,9(2H,10H)-dione ClC1=C(C=C2NC=3CC(CC(C3C(C2=C1)=O)=O)C=1N=C(SC1)OC1=CC=C(C=C1)OC(F)(F)F)OC